Undec-3,7-diene CCC=CCCC=CCCC